tert-butyl (Z)-5-(chloro(hydroxyimino)methyl)-2-methoxybenzoate Cl\C(\C=1C=CC(=C(C(=O)OC(C)(C)C)C1)OC)=N/O